1-((6-fluoropyridin-3-yl)(1-phenethyl-1H-tetrazol-5-yl)methyl)-4-methylpiperazine FC1=CC=C(C=N1)C(N1CCN(CC1)C)C1=NN=NN1CCC1=CC=CC=C1